7-((4-(1H-Imidazol-1-yl)phenyl)(pyridin-2-ylamino)methyl)-2-methylquinolin-8-ol N1(C=NC=C1)C1=CC=C(C=C1)C(C1=CC=C2C=CC(=NC2=C1O)C)NC1=NC=CC=C1